ClC=1C=C(COC2=C(C=C(CN3C(N(C4=CC(=C(C=C4C3=O)OC(CF)CF)F)C3CCN(CC3)C=O)=O)C=C2)OC)C=CC1Cl 4-[3-{4-[(3,4-dichlorobenzyl)oxy]-3-methoxybenzyl}-7-fluoro-6-[2-fluoro-1-(fluoromethyl)ethoxy]-2,4-dioxo-3,4-dihydroquinazolin-1(2H)-yl]piperidine-1-carbaldehyde